O1C[C@H](CC1)OCC=1C=C(OC2OCCCC2)C=CC1 2-(3-((((S)-tetrahydrofuran-3-yl)oxy)methyl)phenoxy)tetrahydro-2H-pyran